2-(6-(difluoro(naphthalen-1-yloxy)methyl)pyridin-3-yl)-5-(difluoromethyl)-1,3,4-oxadiazole FC(C1=CC=C(C=N1)C=1OC(=NN1)C(F)F)(OC1=CC=CC2=CC=CC=C12)F